O1C[C@@H](CC1)CNC=1N=NC(=C2C1C=NC=C2)C2=CC=C1C(CCO1)=C2O |r| 5-[4-[[rac-(3S)-Tetrahydrofuran-3-yl]methylamino]pyrido[3,4-d]pyridazin-1-yl]-2,3-dihydrobenzofuran-4-ol